3-(2-(6,7-dimethyl-3-oxo-4-((2s,3s,4r)-2,3,4,5-tetrahydroxypentyl)-3,4-dihydroquinoxaline-2-carboxamido) ethyl)-1H-indol-5-yl pivalate C(C(C)(C)C)(=O)OC=1C=C2C(=CNC2=CC1)CCNC(=O)C1=NC2=CC(=C(C=C2N(C1=O)C[C@@H]([C@@H]([C@@H](CO)O)O)O)C)C